ethyl 2-(3-pyridyl)-4H-pyrrolo[2,3-d]thiazole-5-carboxylate N1=CC(=CC=C1)C=1SC2=C(N1)NC(=C2)C(=O)OCC